N1=CCCC2=CC=CC=C12 3,4-dihydro-quinolin